FC1(C[C@@H](N(C1)C1CCN(CC1)C1CC2(C1)CN(CC2)C(=O)OCC)CO)F Ethyl cis-2-{4-[(2R)-4,4-difluoro-2-(hydroxymethyl) pyrrolidin-1-yl] piperidin-1-yl}-6-azaspiro[3.4]octane-6-carboxylate